CN1C(=NC2=C1C=CC=C2)C2=CC=C(N)C=C2 4-(1-methyl-1H-benzo[d]imidazol-2-yl)aniline